C(C)OC(\C=C\B1OC(C(O1)(C)C)(C)C)=O (E)-3-(4,4,5,5-tetramethyl-1,3,2-dioxaborolan-2-yl)acrylic acid ethyl ester